C1(C(CC(CC1)C(C)C)OCCOCCO)C 2-[(2-p-menthoxy)ethoxy]ethanol